N-((4-(cyclopropanesulfonylamino)pyridin-2-yl)methyl)-3-ethyl-2-oxo-1,2-dihydroquinoxaline-6-carboxamide C1(CC1)S(=O)(=O)NC1=CC(=NC=C1)CNC(=O)C=1C=C2N=C(C(NC2=CC1)=O)CC